ClC(C1=NC(=NC(=N1)C(Cl)(Cl)Cl)C=CC1=CC2=C(C=C1)OCO2)(Cl)Cl 2,4-bis(trichloromethyl)-6-[2-(3,4-methylenedioxyphenyl)ethenyl]-s-triazine